N-Ethyl-6-fluoro-3-(2-morpholinopyrimidin-5-yl)-4-[3-(trifluoromethyl)pyrazol-1-yl]-9H-pyrido[2,3-b]indol-8-amine C(C)NC=1C=C(C=C2C3=C(NC12)N=CC(=C3N3N=C(C=C3)C(F)(F)F)C=3C=NC(=NC3)N3CCOCC3)F